NCC1(CCC(C=2C=CC=NC12)C(=O)NCC1=C(C=C(C=C1C)Cl)Cl)O 8-(aminomethyl)-N-(2,4-dichloro-6-methyl-benzyl)-8-hydroxy-5,6,7,8-tetrahydro-quinolin-5-carboxamide